6'-((2R,4R)-2-methyltetrahydro-2H-pyran-4-yl)-2'-(methylthio)-5',6'-dihydro-7'H-spiro[azetidine-3,8'-pyrido[4,3-d]pyrimidin]-7'-one C[C@H]1OCC[C@H](C1)N1CC2=C(N=C(N=C2)SC)C2(C1=O)CNC2